methyl 4-(5-fluoropyridin-3-yl)-4-oxobutanoate FC=1C=C(C=NC1)C(CCC(=O)OC)=O